(E,Z)-2-(3-fluoro-5-methoxy-4-(2-methoxyvinyl)phenyl)-4,4,5,5-tetramethyl-1,3,2-dioxaborolane FC=1C=C(C=C(C1\C=C\OC)OC)B1OC(C(O1)(C)C)(C)C